N1=CC(=CC=C1)NC(=O)C1=C(OCC2=CC=C(C(=O)O)C=C2)C=CC=C1 4-((2-(pyridin-3-ylcarbamoyl)phenoxy)methyl)benzoic acid